5-fluoro-1,3-benzoxazol FC=1C=CC2=C(N=CO2)C1